acetic acid (E) and (Z)-3-hexenyl-acetate C(CC=CCC)CC(=O)O.C(C)(=O)O